Cl.C1(=CC=CC=C1)C=1OC2=C(N1)CNC2 2-phenyl-5,6-dihydro-4H-pyrrolo[3,4-d]oxazol hydrochloride